6-aminobenzo[b]thiophene NC=1C=CC2=C(SC=C2)C1